L-serine succinate C(CCC(=O)O)(=O)O.N[C@@H](CO)C(=O)O